((4-(4-(2,6-dichlorobenzoylamino)-1-lauroyl-1H-pyrazole-3-carboxamido) piperidin-1-yl) (phenoxy) phosphinoyl)-L-alaninate ClC1=C(C(=O)NC=2C(=NN(C2)C(CCCCCCCCCCC)=O)C(=O)NC2CCN(CC2)P(=O)(OC2=CC=CC=C2)N[C@@H](C)C(=O)[O-])C(=CC=C1)Cl